COCCNC1CCC(CC1)NC1=NC=CC(=N1)C=1C=C2C3(CNC(C2=CC1)=O)CC3 6'-(2-(((1r,4r)-4-((2-methoxyethyl)amino)cyclohexyl)amino)pyrimidin-4-yl)-2',3'-Dihydro-1'H-spiro[cyclopropane-1,4'-isoquinolin]-1'-one